N-(5-(6-ethoxypyrazin-2-yl)pyridin-2-yl)piperidine-4-carboxamide C(C)OC1=CN=CC(=N1)C=1C=CC(=NC1)NC(=O)C1CCNCC1